C(CCCCCCCCCCCCCCCCCCCCCCCC)C#N pentacosyl cyanide